The molecule is a lysophosphatidylcholine 20:4 in which the acyl group at position 1 is (5Z,8Z,11Z,14Z)-icosatetraenoyl (arachidonoyl) and the hydroxy group at position 2 is unsubstituted. It has a role as a mouse metabolite. It derives from an arachidonic acid. CCCCC/C=C\\C/C=C\\C/C=C\\C/C=C\\CCCC(=O)OC[C@H](COP(=O)([O-])OCC[N+](C)(C)C)O